1-(4-((4-hydroxy-2-methylphenyl) diazenyl) phenoxy)-3-methoxyprop-2-yl methacrylate C(C(=C)C)(=O)OC(COC1=CC=C(C=C1)N=NC1=C(C=C(C=C1)O)C)COC